[Si](C1=CC=CC=C1)(C1=CC=CC=C1)(C(C)(C)C)OC[C@@H]1NC([C@H]2C([C@@H]12)(C)C)=O (1R,4R,5S)-4-[[tert-butyl(diphenyl)silyl]oxymethyl]-6,6-dimethyl-3-azabicyclo[3.1.0]hexan-2-one